ClC=1C=C2CCCC3(C2=CC1)COC1=C(N(C3)C[C@H]3[C@@H](CC3)[C@@H](C=C)O)C=C(C=C1)S(=O)(=O)N(CC1=CC=C(C=C1)OC)CC1=CC=C(C=C1)OC 6'-chloro-N,N-bis[(4-methoxyphenyl)methyl]-5-[[(1R,2R)-2-[(1R)-1-hydroxyallyl]cyclobutyl]methyl]spiro[2,4-dihydro-1,5-benzoxazepine-3,1'-tetralin]-7-sulfonamide